8-[(1-acetyl-4-piperidyl)oxy]-4-[(2R)-3-(3,4-dihydro-1H-isoquinolin-2-yl)-2-hydroxy-propyl]-2,3-dihydro-1,4-benzoxazepin-5-one C(C)(=O)N1CCC(CC1)OC1=CC2=C(C(N(CCO2)C[C@@H](CN2CC3=CC=CC=C3CC2)O)=O)C=C1